(E)-3-(4-bromophenyl)-1-(4-(tetrahydro-2H-pyran-4-carbonyl)piperazin-1-yl)prop-2-en-1-one oxygen cobalt-chromium [Cr].[Co].[O].BrC1=CC=C(C=C1)/C=C/C(=O)N1CCN(CC1)C(=O)C1CCOCC1